N-Nitroso-N-Methylurea N(=O)N(C(=O)N)C